1-Allyl-3-methylimidazolium bis(trifluoromethylsulfonyl)imide [N-](S(=O)(=O)C(F)(F)F)S(=O)(=O)C(F)(F)F.C(C=C)N1C=[N+](C=C1)C